(E)-N-methyl-benzenesulfonamide CNS(=O)(=O)C1=CC=CC=C1